FC(C(C(C(OC(=C(F)F)F)(F)F)(F)F)(F)F)(S(=O)(=O)F)F perfluoro-5-oxa-6-heptene-1-sulfonyl fluoride